COC1=NC=C(C2=C1N=C(S2)NC(=O)N2CCC(CC2)(O)CC2=CC=CC=C2)C=2C=NN(C2)C 4-Benzyl-4-hydroxy-piperidine-1-carboxylic acid [4-methoxy-7-(1-methyl-1H-pyrazol-4-yl)-thiazolo[4,5-c]pyridin-2-yl]-amide